4-((4-(2-(3,4-dimethoxyphenyl)-3-methyl-1H-indol-5-yl)piperidin-1-yl)methyl)quinoline COC=1C=C(C=CC1OC)C=1NC2=CC=C(C=C2C1C)C1CCN(CC1)CC1=CC=NC2=CC=CC=C12